4'-fluoro-2'-(4-methyl-4H-1,2,4-triazol-3-yl)-[1,1'-biphenyl]-3-carbaldehyde FC1=CC(=C(C=C1)C1=CC(=CC=C1)C=O)C1=NN=CN1C